NC=1C=CC(=C2CN(C(C12)=O)CC(=C)C#N)C=1C=C(C=CC1)NC(C(C)C)=O N-{3-[7-amino-2-(2-cyano-2-methylideneethyl)-1-oxo-2,3-dihydro-1H-isoindol-4-yl]phenyl}-2-methylpropanamide